C1(=CC=CC=C1)P(C1=CC=C(C=C1)C=C)(C1=CC=CC=C1)=O diphenyl-(4-vinyl-phenyl)phosphine oxide